CN(CCOC1=CC=C(C=C1)C)C N,N-dimethyl-2-(p-tolyloxy)ethan-1-amine